(S)-3-(4-((4-((3-(4-(2-methyl-6-(4-(trifluoromethyl)-1H-imidazol-1-yl)pyrimidin-4-yl)piperazin-1-yl)azetidin-1-yl)methyl)benzyl)oxy)-1-oxoisoindol-2-yl)piperidine-2,6-dione CC1=NC(=CC(=N1)N1CCN(CC1)C1CN(C1)CC1=CC=C(COC2=C3CN(C(C3=CC=C2)=O)[C@@H]2C(NC(CC2)=O)=O)C=C1)N1C=NC(=C1)C(F)(F)F